C1(CC1)S(=O)(=O)NC1=NC=CC(=N1)C(C(=O)OC(C)(C)C)C(=O)N(CC1=CC=C(C=C1)OC)C1=CC=C(C=C1)C1=NC(=CN=C1)OCC tert-butyl 2-(2-(cyclopropanesulfonamido)pyrimidin-4-yl)-3-((4-(6-ethoxypyrazin-2-yl)phenyl)(4-methoxybenzyl)amino)-3-oxopropanoate